(2R,3S,4R,5S,6S)-2-(hydroxymethyl)-6-(4-nitrobenzyl)tetrahydro-2H-pyran-3,4,5-triol OC[C@H]1O[C@H]([C@H]([C@H]([C@@H]1O)O)O)CC1=CC=C(C=C1)[N+](=O)[O-]